C(C)N1N=C(C=C1N1N=C(C(=C1C)[N+](=O)[O-])OCCCO)C 3-((2'-ethyl-5,5'-dimethyl-4-nitro-2'H-[1,3'-bi-pyrazol]-3-yl)oxy)propan-1-ol